5-octyltridecyldecanoate C(CCCCCCC)C(CCCCOC(CCCCCCCCC)=O)CCCCCCCC